2-(Cyclopropanecarboxamido)isonicotinic acid C1(CC1)C(=O)NC=1C=C(C(=O)O)C=CN1